(E)-3-((2-(4-(5-((tert-butoxycarbonyl) (methyl) amino) pyrazin-2-yl) but-1-en-3-yn-1-yl) benzo[d]thiazol-6-yl) oxy)-2-hydroxypropyl 4-methylbenzenesulfonate CC1=CC=C(C=C1)S(=O)(=O)OCC(COC1=CC2=C(N=C(S2)\C=C\C#CC2=NC=C(N=C2)N(C)C(=O)OC(C)(C)C)C=C1)O